BrCC1=C(N=NN1C)C1=CC=C(C(=N1)C)O[C@@H]1C[C@H](CCC1)C(=O)OC(C)C (1S,3S)-Isopropyl 3-((6-(5-(bromomethyl)-1-methyl-1H-1,2,3-triazol-4-yl)-2-methylpyridin-3-yl)oxy)cyclohexanecarboxylate